C(C(=C)C)(=O)OCCC[Si](O[SiH](C)C)(O[SiH](C)C)O[SiH](C)C (3-methacryloxypropyl)tris(dimethylsiloxy)silane